1,1,2,3,3,6-hexamethyl-5-indenylmethylketone CC1(C(C(C2=CC(=C(C=C12)C)CC(=O)CC=1C=C2C(C(C(C2=CC1C)(C)C)C)(C)C)(C)C)C)C